((2S,4R,5R)-4-acetoxy-5-(6-chloro-4-(4,4-dimethyl-1,4-azasilinan-1-yl)-1H-pyrazolo[3,4-d]pyrimidin-1-yl)-3-methylenetetrahydrofuran-2-yl)methylbenzoate C(C)(=O)O[C@@H]1C([C@H](O[C@H]1N1N=CC=2C1=NC(=NC2N2CC[Si](CC2)(C)C)Cl)COC(C2=CC=CC=C2)=O)=C